C(C)(C)[C@H]1CO[C@@]23CCN(C[C@H]3CCC(N21)=O)C2=CC=C(C=C2)C(F)(F)F (3S,7aR,11aR)-3-isopropyl-9-[4-(trifluoromethyl)phenyl]-2,3,6,7,7a,8,10,11-octahydrooxazolo[2,3-j][1,6]naphthyridin-5-one